N[C@@H](CCN([C@H](C(C)(C)C)C=1N(C=C(C1)C1=C(C=CC(=C1)F)F)CC1=CC=CC=C1)C(CO)=O)C(NCCNC(CNC(CCCC(=O)NCCCC[C@H](N)C(=O)O)=O)=O)=O N6-{(3R,7S)-7-Amino-3-[1-benzyl-4-(2,5-difluorophenyl)-1H-pyrrol-2-yl]-4-glycoloyl-2,2-dimethyl-8,13,16,20-tetraoxo-4,9,12,15-tetraazaicosan-20-yl}-L-lysin